The molecule is an omega-hydroxy-long-chain fatty acid that is pentadecanoic acid in which one of the hydrogens of the terminal methyl group has been replaced by a hydroxy group. It is a straight-chain saturated fatty acid and an omega-hydroxy-long-chain fatty acid. It derives from a pentadecanoic acid. It is a conjugate acid of a 15-hydroxypentadecanoate. C(CCCCCCCO)CCCCCCC(=O)O